3',5'-dibromo-N,N-bis(4-ethylphenyl)-[1,1'-biphenyl]-4-amine BrC=1C=C(C=C(C1)Br)C1=CC=C(C=C1)N(C1=CC=C(C=C1)CC)C1=CC=C(C=C1)CC